8-Bromo-2H-pyrido[4,3-b][1,4]thiazin-3(4H)-one BrC1=CN=CC2=C1SCC(N2)=O